COC1=CC=CC=C1C1=C2C=3C=CC=CC3C(=C(C2=C2C=CC=CC2=C1)C1=CC=CC=C1)OC 6,12-dimethoxy-5,11-diphenyl-(chrysene)